C(CCCCCCC\C=C/C\C=C/C\C=C/CC)(=O)N[C@@H](CC1=CNC=N1)C(=O)O N-[(9Z,12Z,15Z)-octadeca-9,12,15-trienoyl]-L-histidine